7-(1-methyl-1H-pyrazol-4-yl)-3-(2-{[(3S)-piperidin-3-yl]amino}-5-(trifluoromethyl)pyrimidin-4-yl)-1H,4H,5H,6H,7H,8H-pyrrolo[2,3-c]azepin-8-one CN1N=CC(=C1)N1C(C2=C(CCC1)C(=CN2)C2=NC(=NC=C2C(F)(F)F)N[C@@H]2CNCCC2)=O